ClCC1=C(C(=O)OCC)C=CC(=C1)O[C@H]1CN(C[C@@H]2C[C@H]12)CC |o1:14,18| ethyl 2-(chloromethyl)-4-(((1R*,5R*,6S)-3-ethyl-3-azabicyclo[4.1.0]heptan-5-yl)oxy)benzoate